FN(S)F difluorosulfenamide